OC(CO[NH-])CO (2,3-dihydroxy-propoxy)-amide